N-((1s,3s)-3-(6-(((1-((1-(2-(2,6-dioxopiperidin-3-yl)-1,3-dioxoisoindoline-4-yl)piperidin-4-yl)methyl)piperidin-4-yl)methyl)amino)-9H-purin-9-yl)cyclobutyl)-2-phenylacetamide O=C1NC(CC[C@@H]1N1C(C2=CC=CC(=C2C1=O)N1CCC(CC1)CN1CCC(CC1)CNC1=C2N=CN(C2=NC=N1)C1CC(C1)NC(CC1=CC=CC=C1)=O)=O)=O